COC=1C(OC(=CC1N1C[C@H](CC1)COC)C(=O)NC=1SC(=NN1)N1N=CC=C1C)=O (S)-3-methoxy-4-(3-(methoxymethyl)pyrrolidin-1-yl)-N-(5-(5-methyl-1H-pyrazol-1-yl)-1,3,4-thiadiazol-2-yl)-2-oxo-2H-pyran-6-carboxamide